BrC=1C(=C(OCC[C@H]2CNCCC2)C=CC1)C (S)-3-(2-(3-bromo-2-methylphenoxy)ethyl)piperidine